((4-(ethoxycarbonyl)-2-((1-methyl-4-oxo-2-(trifluoromethyl)-1,4-dihydroquinolin-7-yl)amino)-1H-imidazol-1-yl)methyl)phosphonic acid C(C)OC(=O)C=1N=C(N(C1)CP(O)(O)=O)NC1=CC=C2C(C=C(N(C2=C1)C)C(F)(F)F)=O